C(C)(=O)N1CC(OCC1)CCC1(C=C(NN1[C@@H](C)C1=CC=CC=C1)C(=O)NC)C(=O)N 5-(2-(4-acetylmorpholin-2-yl)ethyl)-N3-methyl-1-((S)-1-phenylethyl)-1H-pyrazole-3,5-dicarboxamide